1'-[2-(4-{[1-(azetidine-1-carbonyl)cyclopropyl]sulfonyl}phenoxy)ethyl]-5-chloro-1,2-dihydrospiro[indole-3,4'-piperidin]-2-one N1(CCC1)C(=O)C1(CC1)S(=O)(=O)C1=CC=C(OCCN2CCC3(CC2)C(NC2=CC=C(C=C23)Cl)=O)C=C1